3-cyclohexyl-1-isopropyl-2,4-dioxo-1,2,3,4-tetrahydropyrimidine-5-carboxylic acid C1(CCCCC1)N1C(N(C=C(C1=O)C(=O)O)C(C)C)=O